C1(CC1)NC(=O)NC=1C(=NNC1)C1=NC2=C(N1)C=CC(=C2)CN2CCOCC2 1-cyclopropyl-3-(3-(5-(morpholinomethyl)-1H-benzo[d]imidazol-2-yl)-1H-pyrazol-4-yl)urea